CC(=O)CC meth-ylethylketone